N-(5-chloro-2,4-difluorophenyl)-N-methyl-2-((6-methyl-4-(trifluoromethyl)pyridin-2-yl)(1H-tetrazol-5-yl)amino)acetamide ClC=1C(=CC(=C(C1)N(C(CN(C1=NN=NN1)C1=NC(=CC(=C1)C(F)(F)F)C)=O)C)F)F